C1(CC1)C=1C=C(C=2N(C1)C=C(N2)CNC(OC(C)(C)C)=O)N2C(OC1(COC1)C2)=O tert-butyl ((6-cyclopropyl-8-(6-oxo-2,5-dioxa-7-azaspiro[3.4]octan-7-yl)imidazo[1,2-a]pyridin-2-yl)methyl)carbamate